[I-].ICC[N+](C)(C)C 2-iodoethyltrimethylammonium iodide